4-(2-hydroxyethyl)-3-methyl-1H-pyrazol-5(4H)-one OCCC1C(=NNC1=O)C